N[C@@]1(C([C@@H](CC1)NC=1C=2N(N=CC1C(=NC1=C(C=C(C=C1)O)CC(F)(F)F)N)C=C(C2)C=2C=NC(=CC2)OC)(C)C)C 4-[[(1R,3S)-3-amino-2,2,3-trimethyl-cyclopentyl]amino]-N'-[4-hydroxy-2-(2,2,2-trifluoroethyl)-phenyl]-6-(6-methoxy-3-pyridyl)pyrrolo[1,2-b]pyridazine-3-carboxamidine